phenyl acrylate (benzoyl acrylate) C(C1=CC=CC=C1)(=O)C(C(=O)O)=C.C(C=C)(=O)OC1=CC=CC=C1